(2-methyl-1,3-thiazol-5-yl)boronic acid CC=1SC(=CN1)B(O)O